yttrium tris(ethylcyclopentadienyl)yttrium C(C)C1(C=CC=C1)[Y](C1(C=CC=C1)CC)C1(C=CC=C1)CC.[Y]